BrC1=C(C=C(C=C1)C(C)(O)C1=CC=CC=C1)F 1-(4-bromo-3-fluorophenyl)-1-phenylethanol